5-(3-fluorophenyl)-N-[(1,3-thiazol-2-yl)methyl]-6-[3-(trifluoromethyl)phenoxy]pyridine-3-carboxamide FC=1C=C(C=CC1)C=1C=C(C=NC1OC1=CC(=CC=C1)C(F)(F)F)C(=O)NCC=1SC=CN1